4,4-dimethyldihydrofuran-2,3-dione CC1(C(C(OC1)=O)=O)C